1,2-dicarboxyl-propylglycerol C(=O)(O)C(C(C)C(=O)O)C(O)C(O)CO